tert-butyl 2-cyano-3-(piperazin-1-yl)-5,6-dihydroimidazo[1,2-a]pyrazine-7(8H)-carboxylate C(#N)C=1N=C2N(CCN(C2)C(=O)OC(C)(C)C)C1N1CCNCC1